3-(4-bromophenyl-d4)-1-phenylnaphthalene BrC1=C(C(=C(C(=C1[2H])[2H])C=1C=C(C2=CC=CC=C2C1)C1=CC=CC=C1)[2H])[2H]